C(C)(C)(C)OC(=O)N1CC2(C1)CCN(CC2)C2=NC=C(C=N2)CC(=O)OCC 7-(5-(2-ethoxy-2-oxoethyl)pyrimidin-2-yl)-2,7-diazaspiro[3.5]nonane-2-carboxylic acid tert-butyl ester